(R)-N-(2-(4-allylpiperazin-1-yl)-5-((6-(3-(3-(benzyloxy)phenyl)isoxazolidin-2-yl)pyrimidin-4-yl)amino)-4-methoxyphenyl)acrylamide C(C=C)N1CCN(CC1)C1=C(C=C(C(=C1)OC)NC1=NC=NC(=C1)N1OCC[C@@H]1C1=CC(=CC=C1)OCC1=CC=CC=C1)NC(C=C)=O